(2-chlorobenzyl)-1-(chloromethyl)-[1,2,4]triazolo[4,3-a]quinazoline ClC1=C(CC2=NC=3N(C4=CC=CC=C24)C(=NN3)CCl)C=CC=C1